COC1=C(C=C2C(=NC=NC2=C1)N1CCC(CC1)C(C[N-]S[NH-])(C)C)OCOC N-(2-(1-(7-methoxy-6-(methoxymethoxy)quinazolin-4-yl)piperidin-4-yl)-2-methylpropyl)thiodiamide